2-((3-methoxy-5-(1H-1,2,4-triazol-1-yl)phenyl)amino)-1-(6-(trifluoromethyl)indolin-1-yl)ethanone COC=1C=C(C=C(C1)N1N=CN=C1)NCC(=O)N1CCC2=CC=C(C=C12)C(F)(F)F